2-methyl-1-(6-(2-methyl-2H-pyrazolo[3,4-b]pyridin-5-yl)thieno[2,3-b]pyridin-2-yl)cyclobutanol CC1C(CC1)(O)C1=CC=2C(=NC(=CC2)C2=CC=3C(N=C2)=NN(C3)C)S1